4-fluoro-7-methyl-N-(3-(4-(methylamino)-4-oxobutyl)phenyl)-1H-indole FC1=C2C=CN(C2=C(C=C1)C)C1=CC(=CC=C1)CCCC(=O)NC